CC1NCCC=2C1=NN(C2C2=CC=CC=C2)C2=CC=CC=C2 7-methyl-2,3-diphenyl-4,5,6,7-tetrahydro-2H-pyrazolo[3,4-c]pyridine